(perfluorophenyl) borate B(OC1=C(C(=C(C(=C1F)F)F)F)F)([O-])[O-]